N-(3-Fluoro-4-((4-(trifluoromethyl)benzyl)amino)phenyl)octanamid FC=1C=C(C=CC1NCC1=CC=C(C=C1)C(F)(F)F)NC(CCCCCCC)=O